1-(((5s,7s)-7-methyl-3-(3-(1-methyl-1H-pyrazol-3-yl)isoxazol-5-yl)-2-oxo-1-oxa-3-azaspiro[4.5]decan-7-yl)methyl)-1H-benzo[d]imidazole-6-carbonitrile C[C@]1(C[C@]2(CN(C(O2)=O)C2=CC(=NO2)C2=NN(C=C2)C)CCC1)CN1C=NC2=C1C=C(C=C2)C#N